[C@H]12OC[C@H](N(C1)C1=NC=3N(C=C1)N=CC3C(=O)NC=3C(=NN(C3)C3CCN(CC3)CCCC3CCNCC3)C(F)F)C2 5-((1R,4R)-2-Oxa-5-azabicyclo[2.2.1]heptan-5-yl)-N-(3-(difluoromethyl)-1-(1-(3-(piperidin-4-yl)propyl)piperidin-4-yl)-1H-pyrazol-4-yl)pyrazolo[1,5-a]pyrimidine-3-carboxamide